2-hydroxy-3-methyl-benzoic acid copper [Cu].OC1=C(C(=O)O)C=CC=C1C